ClCC(=O)N(C=1C=CC=C2C=CC(=NC12)C)C=1C(=CC2=C(N=CO2)C1)OC 2-chloro-N-(6-methoxybenzo[d][1,3]oxazol-5-yl)-N-(2-methylquinolin-8-yl)acetamide